2-(4-methylpyrimidin-2-yl)cyclopropane CC1=NC(=NC=C1)C1CC1